N-acetyl-S-(pyridin-2-ylsulfanyl)cysteine C(C)(=O)N[C@@H](CSSC1=NC=CC=C1)C(=O)O